C(C)C=1C=C(C=CC1)C=1C=C2CC(C(C2=CC1OC)NC(O[C@@H]1CN2CCC1CC2)=O)(C)C (S)-quinuclidin-3-yl (5-(3-ethylphenyl)-6-methoxy-2,2-dimethyl-2,3-dihydro-1H-inden-1-yl)carbamate